ClC=1C(N(C(=CC1OCC1=NC=C(C=C1F)F)C)C1=CC(=NC=C1C)N1N=C(C=C1)C(=O)NC1CC1)=O 1-{3-chloro-4-[(3,5-difluoropyridin-2-yl)methoxy]-5',6-dimethyl-2-oxo-[1,4'-bipyridin]-2'-yl}-N-cyclopropylpyrazole-3-carboxamide